CC(C)(C(CC(C(CCCC)CC)=O)=O)C 2,2-dimethyl-6-ethyldecane-3,5-dione